(4,6-dichloro-5-(2-(difluoromethoxy)phenyl)-1H-benzo[d]imidazol-2-yl)(4-(ethylsulfonyl)phenyl)methanamine ClC1=C(C(=CC=2NC(=NC21)C(N)C2=CC=C(C=C2)S(=O)(=O)CC)Cl)C2=C(C=CC=C2)OC(F)F